COC(=O)C1=C(C(=NN1C)C1CCC(CC1)OC)N 4-amino-3-((1s,4s)-4-methoxycyclohexyl)-1-methyl-1H-pyrazole-5-carboxylic acid methyl ester